N1(N=CC=C1)C=1C=C(OC2CCN(CC2)C(=O)N2C[C@@H]3[C@@H](OCC(N3)=O)CC2)C=CC1C(F)(F)F (4aR,8aS)-6-[4-[3-Pyrazol-1-yl-4-(trifluoromethyl)phenoxy]piperidine-1-carbonyl]-4,4a,5,7,8,8a-hexahydropyrido[4,3-b][1,4]oxazin-3-one